4-(1,2,3,4-tetrahydronaphthalen-1-ylamino)pyrido[3,2-d]pyrimidin-2-ol C1(CCCC2=CC=CC=C12)NC=1C2=C(N=C(N1)O)C=CC=N2